C(#N)C=1C=C(C=CC1)C1=NC=CC2=C1NC1=CC(=CC=C21)F 1-(3-cyanophenyl)-7-fluoro-9H-pyrido[3,4-b]indole